C(C)(C)C1=C(NC2=CC=C(C=C12)C1CN(CCO1)CCS(=O)(=O)C)C=1C=C(C=2N(C1)N=CN2)C 2-(3-isopropyl-2-(8-methyl-[1,2,4]triazolo[1,5-a]pyridin-6-yl)-1H-indol-5-yl)-4-(2-(methylsulfonyl)ethyl)morpholine